C(C)(C)(C)OC(N(C)CC(O)C1=C(C=CC=2OCOC21)C(CBr)OC)=O.CC2=CC=C(C=C2)S(=O)(=O)ON2C(C(=C(C2=O)C2=CC=CC=C2)C2=CC=CC=C2)=O N-(p-toluenesulfonyloxy)diphenylmaleimide tert-butyl-(2-(5-(2-bromo-1-methoxyethyl)benzo[d][1,3]dioxol-4-yl)-2-hydroxyethyl)(methyl)carbamate